FC1=C(C=CC(=C1)F)C1(CCNCC1)NS(=O)(=O)C1=CC=C(C=C1)OC(F)(F)F N-(4-(2,4-difluorophenyl)piperidin-4-yl)-4-(trifluoromethoxy)benzene-sulfonamide